OC1=NC(=C(C(=C1C)C)O)C 2,5-dihydroxy-3,4,6-trimethyl-pyridine